4,4'-methylenebis(2,6-dibromo-isocyanatobenzene) C(C1=CC(=C(C(=C1)Br)N=C=O)Br)C1=CC(=C(C(=C1)Br)N=C=O)Br